5-propionyluracil C(CC)(=O)C=1C(NC(NC1)=O)=O